N-((3R,4S)-4-((7-(2,6-dichloro-3,5-dimethoxyphenyl)-5-(oxetan-3-ylamino)-2,6-naphthyridin-3-yl)amino)tetrahydrofuran-3-yl)acrylamide ClC1=C(C(=C(C=C1OC)OC)Cl)C1=NC(=C2C=C(N=CC2=C1)N[C@H]1[C@H](COC1)NC(C=C)=O)NC1COC1